(S)-3-(4-(4-acetylpiperazin-1-yl)phenyl)-2-(carboxyamino)propionic acid C(C)(=O)N1CCN(CC1)C1=CC=C(C=C1)C[C@@H](C(=O)O)NC(=O)O